N-(4-nitrophenyl)thieno[3,2-d]pyrimidin-4-amine [N+](=O)([O-])C1=CC=C(C=C1)NC=1C2=C(N=CN1)C=CS2